7-(1H-pyrazol-3-yl)-1H-imidazo[4,5-c]quinolin-4-amine bis-HCl salt Cl.Cl.N1N=C(C=C1)C=1C=CC=2C3=C(C(=NC2C1)N)N=CN3